The molecule is a polyprenyl phospho oligosaccharide where alpha-D-FucNAc4-(1->4)-beta-D-ManNAcA-(1->4)-D-GlcNAc comprises the oligosaccharide component and is linked via a diphosphate to a polyprenyl chain consisting of eleven prenyl units. It is a conjugate acid of an alpha-D-FucNAc4-(1->4)-beta-D-ManNAcA-(1->4)-D-GlcNAc-undecaprenyl diphosphate(3-). C[C@@H]1[C@@H]([C@@H]([C@H]([C@H](O1)O[C@H]2[C@@H]([C@@H]([C@@H](O[C@@H]2C(=O)O)O[C@@H]3[C@H](OC([C@@H]([C@H]3O)NC(=O)C)OP(=O)(O)OP(=O)(O)OC/C=C(/C)\\CC/C=C(/C)\\CC/C=C(/C)\\CC/C=C(/C)\\CC/C=C(/C)\\CC/C=C(/C)\\CC/C=C(/C)\\CC/C=C(/C)\\CC/C=C(\\C)/CC/C=C(\\C)/CCC=C(C)C)CO)NC(=O)C)O)O)O)NC(=O)C